N-(2-chloro-6-methylphenyl)thiazole-5-carboxamide ClC1=C(C(=CC=C1)C)NC(=O)C1=CN=CS1